1,3-diethylphenylethylmagnesium C(C)C1(CC(=CC=C1)CC)CC[Mg]